(R)-3-chloro-4-((3,5-difluoropyridine-2-yl)methoxy-d2)-2'-(3-(isopropylsulfonyl)-1H-pyrazol-1-yl)-5',6-dimethyl-2H-[1,4'-bipyridyl]-2-one ClC=1C(N(C(=CC1OC([2H])([2H])C1=NC=C(C=C1F)F)C)C1=CC(=NC=C1C)N1N=C(C=C1)S(=O)(=O)C(C)C)=O